5,5'-(1H-isoindole-1,3(2H)-diylidene)dibarbituric acid C1(NC(C2=CC=CC=C12)=C1C(NC(NC1=O)=O)=O)=C1C(NC(NC1=O)=O)=O